tert-butyl (2-allyl-1-(3-((1-methylpiperidin-4-yl)amino)phenyl)-3-oxo-2,3-dihydro-1H-pyrazolo[3,4-d]pyrimidin-6-yl)(1-methyl-1H-indazol-5-yl)carbamate C(C=C)N1N(C2=NC(=NC=C2C1=O)N(C(OC(C)(C)C)=O)C=1C=C2C=NN(C2=CC1)C)C1=CC(=CC=C1)NC1CCN(CC1)C